CC12CNCC(CC1)(N2C(=O)OC(C)(C)C)C t-butyl 1,5-dimethyl-3,8-diazabicyclo[3.2.1]octane-8-carboxylate